NC=1N=C(SC1C(=O)C1=CC(=NO1)C(=O)NC1CC(C1)(F)F)N(C1=CC=C(C=C1)F)[C@@H](C(=O)N)C (R)-5-[4-Amino-2-(N-(2-amino-1-methyl-2-oxoethyl)-4-fluoroanilino)thiazol-5-carbonyl]-N-(3,3-difluorocyclobutyl)isoxazol-3-carboxamid